allyl phosphate, sulfosuccinate salt S(=O)(=O)(O)C(C(=O)O)CC(=O)O.P(=O)(OCC=C)(O)O